C([O-])([O-])=O.[Na+].FC1(C2CC(CC12)C(=O)C=1N=C2N(N1)[C@@H](C[C@@H]2F)C2=CC=CC=C2)F.[Na+] (6,6-difluoro-3-bicyclo[3.1.0]hexyl)-[(5S,7S)-7-fluoro-5-phenyl-6,7-dihydro-5H-pyrrolo[1,2-b][1,2,4]triazol-2-yl]methanone sodium carbonate